5-fluoro-2-((S)-pyrrolidin-2-yl)-1H-benzo[d]imidazole FC1=CC2=C(NC(=N2)[C@H]2NCCC2)C=C1